1,2-bis(9Z-oleoyl)-sn-glycero-3-phosphoethanolamine C(CCCCCCC\C=C/CCCCCCCC)(=O)OC[C@@H](OC(CCCCCCC\C=C/CCCCCCCC)=O)COP(=O)(O)OCCN